[Na+].NCCC(CN)S(=O)(=O)[O-] (2-aminoethyl)-2-aminoethanesulfonic acid sodium salt